3-(1-(5-fluoro-6-iodo-1-methyl-1H-indazol-3-yl)ureido)propionic acid ethyl ester C(C)OC(CCN(C(=O)N)C1=NN(C2=CC(=C(C=C12)F)I)C)=O